(S)-2-amino-3-(3-((2,4-dicyano-3-(4-(2-(methylamino)-2-oxoethoxy)phenyl)benzo[4,5]imidazo[1,2-a]pyridin-1-yl)carbamoyl)phenyl)propanoic acid N[C@H](C(=O)O)CC1=CC(=CC=C1)C(NC1=C(C(=C(C=2N1C1=C(N2)C=CC=C1)C#N)C1=CC=C(C=C1)OCC(=O)NC)C#N)=O